2-(4-(4-(aminomethyl)-8-chloro-1-oxo-1,2-dihydrophthalazin-6-yl)-1-methyl-1H-pyrazol-5-yl)-1-naphthonitrile NCC1=NNC(C2=C(C=C(C=C12)C=1C=NN(C1C1=C(C2=CC=CC=C2C=C1)C#N)C)Cl)=O